C1(CCCCC1)/C=C/C(=O)N[C@H](CC(=O)OC(C)(C)C)C(=O)NCCC1=CC=C(C=C1)O tert-butyl (3R)-3-[[(E)-3-cyclohexylprop-2-enoyl]amino]-4-[2-(4-hydroxyphenyl) ethylamino]-4-oxo-butanoate